2-(4-((R)-3-(5-amino-9-fluoro-8-methoxy-[1,2,4]triazolo[1,5-c]quinazolin-2-yl)piperidin-1-yl)-1H-pyrazol-1-yl)-1-methylcyclopentan-1-ol NC1=NC=2C=C(C(=CC2C=2N1N=C(N2)[C@H]2CN(CCC2)C=2C=NN(C2)C2C(CCC2)(O)C)F)OC